5-bromo-3-chloro-2-hydrazinylpyrazine BrC=1N=C(C(=NC1)NN)Cl